6-(trifluoromethyl)-3-(4-(2,3,5-trimethylpiperidin-1-yl)pyrimidin-2-yl)imidazo[1,2-a]pyrazine FC(C=1N=CC=2N(C1)C(=CN2)C2=NC=CC(=N2)N2C(C(CC(C2)C)C)C)(F)F